4-(cyanomethoxy)-2-{2-cyano-1-[4-(7H-pyrrolo[2,3-d]pyrimidin-4-yl)-1H-pyrazol-1-yl]ethyl}-benzonitrile trifluoroacetate FC(C(=O)O)(F)F.C(#N)COC1=CC(=C(C#N)C=C1)C(CC#N)N1N=CC(=C1)C=1C2=C(N=CN1)NC=C2